C(C(=C)C)(=O)OC(COC(C=C)=O)CO Glycerol Monoacrylate Monomethacrylate